[H-].[H-].[H-].[Sm+3] samarium trihydride